BrC1=CC=C(C=C1)C(CC(C(OC)OC)C1=CC=C(C=C1)C(F)(F)F)=O 1-(4-bromophenyl)-4,4-dimethoxy-3-(4-(trifluoromethyl)phenyl)butan-1-one